N1(CCNCC1)C(=O)OC1=CC=C(C=C1)C1CC2(OOC3(C4CC5CC(CC3C5)C4)O2)CCC1 p-(Dispiro[cyclohexane-1,3'-[1,2,4]trioxolane-5',2''-tricyclo[3.3.1.13,7]decan]-3-yl)phenyl 1-piperazinecarboxylate